COC=1C=C2C(=NC1C1(CCC3=CC=CC=C13)C#N)C(=NN2)C=2C=NC(=CC2)C2CN(C(C2)=O)C (6-methoxy-3-(6-(1-methyl-5-oxopyrrolidin-3-yl)pyridin-3-yl)-1H-pyrazolo[4,3-b]pyridin-5-yl)-2,3-dihydro-1H-indene-1-carbonitrile